propyldimethylsilyl-dimethylamine C(CC)[Si](C)(C)N(C)C